Ethyl (E)-4-({3-[7-chloro-10-(2-hydroxyethyl)-11-oxo-10,11-dihydro-5H-dibenzo[b,e][1,4]diazepin-5-yl]propyl}amino)but-2-enoate ClC1=CC2=C(N(C(C3=C(N2CCCNC/C=C/C(=O)OCC)C=CC=C3)=O)CCO)C=C1